COC1=CC=C(C=C1)CC#N (4-methoxyphenyl)-acetonitrile